(1R,2R,3S,4R,5R)-N-(5,6-dichloropyridin-3-yl)-5-(dimethylamino)-3-(2-fluoroPyridin-4-yl)-7-oxabicyclo[2.2.1]Heptane-2-carboxamide ClC=1C=C(C=NC1Cl)NC(=O)[C@H]1[C@H]2C[C@H]([C@@H]([C@@H]1C1=CC(=NC=C1)F)O2)N(C)C